N-(2-(3-(difluoromethylene)piperidin-1-yl)-6-methylpyrimidin-4-yl)-4-((2-hydroxyethyl)sulphonamido)-2-(6-azaspiro[2.5]oct-6-yl)benzamide FC(=C1CN(CCC1)C1=NC(=CC(=N1)NC(C1=C(C=C(C=C1)NS(=O)(=O)CCO)N1CCC2(CC2)CC1)=O)C)F